ClC=1C(=NC(=NC1)NC1=C(C=C(C(=O)NCC2=CC=C(C=C2)OC)C=C1)OC)C=1C=NN(C1)C(C)C 4-((5-chloro-4-(1-isopropyl-1H-pyrazol-4-yl)pyrimidin-2-yl)amino)-3-methoxy-N-(4-methoxybenzyl)benzamide